FC1=C2[C@H](N3C(C2=CC=C1)=CN=C3)C3OCCC(C3)O ((S)-6-fluoro-5H-imidazo[5,1-a]isoindol-5-yl)tetrahydro-2H-pyran-4-ol